5,6,7,8-tetrahydro-1,6-naphthyridine-2-carboxylate N1=C(C=CC=2CNCCC12)C(=O)[O-]